4-(2,6-dimethylpyridin-4-yl)-N-(4-(methylsulfonyl)phenyl)thiazol-2-amine CC1=NC(=CC(=C1)C=1N=C(SC1)NC1=CC=C(C=C1)S(=O)(=O)C)C